(1R,3R)-methyl 3-(6-bromo-5-methoxybenzo[d]thiazol-2-yl)cyclobutanecarboxylate BrC1=CC2=C(N=C(S2)C2CC(C2)C(=O)OC)C=C1OC